5-fluoro-8-(4-fluorophenyl)-9-(1-isopropyl-2,4-imidazolinedione-3-yl)-8,9-dihydro-2H-pyrido[4,3,2-de]phthalazine-3(7H)-one-7-carboxylic acid tert-butyl ester C(C)(C)(C)OC(=O)N1C(C(C2=NNC(C=3C=C(C=C1C23)F)=O)N2C(N(CC2=O)C(C)C)=O)C2=CC=C(C=C2)F